pyrimidin-2-yl chloride N1=C(N=CC=C1)Cl